4'-fluoro-N-((1s,3r,5R,7S)-3-((2-(5-fluoroisoindolin-2-yl)-2-oxoethyl)amino)adamantan-1-yl)-[1,1'-biphenyl]-4-carboxamide hydrochloride Cl.FC1=CC=C(C=C1)C1=CC=C(C=C1)C(=O)NC12CC3(C[C@@H](C[C@H](C1)C3)C2)NCC(=O)N2CC3=CC=C(C=C3C2)F